1-benzylcyclobutyl ((S)-1-(((S)-4-chloro-3-oxo-1-((S)-2-oxopyrrolidin-3-yl)butan-2-yl)amino)-4-methyl-1-oxopentan-2-yl)carbamate ClCC([C@H](C[C@H]1C(NCC1)=O)NC([C@H](CC(C)C)NC(OC1(CCC1)CC1=CC=CC=C1)=O)=O)=O